(+-)-2-(4-methyl-3-cyclohexen-1-yl)-2-propanyl acetate C(C)(=O)OC(C)(C)[C@H]1CC=C(CC1)C |r|